N-((R)-1-((1S,4S)-4-methoxycyclohexyl)ethyl)-5,7-dimethylpyrazolo[1,5-a]pyrimidine-3-carboxamide COC1CCC(CC1)[C@@H](C)NC(=O)C=1C=NN2C1N=C(C=C2C)C